NC1=C2C(=NC=N1)N(N=C2C2=CC(=C(C(=C2)F)O)F)C(C)C=2OC1=CC=CC=C1C(C2C2=CC(=CC=C2)F)=O 2-(1-(4-Amino-3-(3,5-difluoro-4-hydroxyphenyl)-1H-pyrazolo[3,4-d]pyrimidin-1-yl)ethyl)-3-(3-Fluorophenyl)-4H-chromen-4-one